C1CN(CC2CN3CCOC=4N=C5C=CC=CC5=C(C34)N12)C(=O)[O-] 1,2,4a,5,6,7-hexahydro-8-oxa-3,5a,9,13c-tetraazanaphtho[3,2,1-de]anthracene-3(4H)-carboxylate